C(=O)O.ClC=1C(=CC(=C(C1)NC1=NC(=NC=C1)NC=1C(=CC(=C(C1)NC(C=C)=O)N1CC2(CC2)[C@H](C1)N(C)C)OC)C(C)(C)O)F (R)-N-(5-(4-(5-chloro-4-fluoro-2-(2-hydroxypropan-2-yl)phenylamino)pyrimidin-2-ylamino)-2-(7-(dimethylamino)-5-azaspiro[2.4]heptan-5-yl)-4-methoxyphenyl)acrylamide formic Acid Salt